(E)-imino(pyridin-2-yl)(2-(trifluoromethoxy)styryl)-lambda6-sulfanone N=S(=O)(\C=C\C1=C(C=CC=C1)OC(F)(F)F)C1=NC=CC=C1